FC1=CC=C2C(=C1)C(N(C21C(N(CC1)C)=O)CC1=CC=C(C=C1)OC)=O 6-fluoro-2-[(4-methoxyphenyl)methyl]-1'-methyl-spiro[isoindoline-3,3'-pyrrolidine]-1,2'-dione